3,10-dibromo-8-chloro-6,11-dihydro-5H-benzo[5,6]cyclohepta[1,2-b]pyridin BrC=1C=C2C(=NC1)CC1=C(CC2)C=C(C=C1Br)Cl